CC1=CC(=NN1C1=CC=C(C=C1)C(C)(C)C1=CC=C(C=C1)C=1CCC(CC1)=O)C(=O)N 5-methyl-1-(4-(2-(4'-oxo-2',3',4',5'-tetrahydro-[1,1'-biphenyl]-4-yl)propan-2-yl)phenyl)-1H-pyrazole-3-carboxamide